5-METHYLDECAN-2-ONE CC(CCC(C)=O)CCCCC